3-(trans-3-(3-(difluoromethyl)-4-(quinoxalin-2-yl)-1H-pyrazol-1-yl)cyclobutyl)propan-1-amine FC(C1=NN(C=C1C1=NC2=CC=CC=C2N=C1)[C@@H]1C[C@H](C1)CCCN)F